4-(4-ethynylphenyl)-4'-propyl-1,1'-bicyclohexane C(#C)C1=CC=C(C=C1)C1CCC(CC1)C1CCC(CC1)CCC